NC1(CCN(CC1)C(=O)C=1OC(=CC1)SC1=CC=C(C=C1)F)C (4-amino-4-methylpiperidin-1-yl)(5-((4-fluorophenyl)thio)furan-2-yl)methanone